2-(((1r,4r)-4-(3-bromo-2-(trifluoromethyl)phenoxy)cyclohexyl)oxy)acetaldehyde BrC=1C(=C(OC2CCC(CC2)OCC=O)C=CC1)C(F)(F)F